FC=1C=C(C(=NC1)C=1N=CSC1)N1CCN(CC1)[C@H]1CC2(CN(C2)C(=O)OCC)CC1 ethyl (6R)-6-[4-(5-fluoro-2-thiazol-4-yl-3-pyridyl)piperazin-1-yl]-2-azaspiro[3.4]octane-2-carboxylate